OC(CC1=CNC=2N=CN=C(C21)N[C@H]2CN(CCC2)C(=O)OC(C)(C)C)(C)C (R)-tert-Butyl 3-((5-(2-hydroxy-2-methylpropyl)-7H-pyrrolo[2,3-d]pyrimidin-4-yl)amino)piperidine-1-carboxylate